NC1=C(C(=O)NC2=C(C(=CC=C2)Br)C)C=CC=C1 2-amino-N-(3-bromo-2-methylphenyl)benzamide